NC(CC(C(=O)O)C(=O)O)C=C 2-(2-aminobut-3-enyl)malonic acid